Cl.NCCCCC(=O)C1=CC(=C(C=C1)Br)F 5-amino-1-(4-bromo-3-fluorophenyl)pentan-1-one hydrochloride